OC=1C=C(C=CC1OC)C1=CC(=NC=2C3=C(NC(CC21)=O)C=CC=C3)C3=CC=CC=C3 4-(3-hydroxy-4-methoxyphenyl)-2-phenyl-5,7-dihydro-6H-benzo[b]pyrido[2,3-d]azepin-6-one